BrC=1C(=C(C=CC1)N1N=C(N=C1C(=O)[2H])C)F (3-bromo-2-fluorophenyl)-3-methyl-1H-1,2,4-triazole-5-carbaldehyde-d